6-bromo-2,5-dimethyl-4,5-dihydro-[1,2,4]triazolo[1,5-a]quinoxaline BrC1=C2N(CC=3N(C2=CC=C1)N=C(N3)C)C